C(O)([O-])=O.[Mg+] magnesium monohydrogen carbonate